ClC=1C=C(C=CC1F)C(C)=O 1-(3-chloro-4-fluorophenyl)ethanone